4-amino-5-(8-methyl-1,6,7,8,9,10-hexahydroimidazo[4',5':3,4]benzo[1,2-d]azepin-2-yl)thieno[2,3-b]pyridin-6(7H)-one NC=1C2=C(NC(C1C1=NC=3C(=C4C(CCN(CC4)C)=CC3)N1)=O)SC=C2